(2R,4R)-1-(3-chloro-2,6-difluoro-benzyl)-2-ethyl-4-((3-fluoro-4-(2-hydroxypropan-2-yl)-6-((5-methyl-1H-pyrazol-3-yl)amino)-pyridin-2-yl)methyl)piperidine ClC=1C(=C(CN2[C@@H](C[C@@H](CC2)CC2=NC(=CC(=C2F)C(C)(C)O)NC2=NNC(=C2)C)CC)C(=CC1)F)F